[Ti].NCCC[Si](OC)(OC)OC 3-aminopropyltrimethoxysilane titanium